C1(=CC=CC=C1)C(C1NC(OC1)=O)C1=CC=CC=C1 (+)-4-(diphenylmethyl)-2-oxazolidinone